N-(4-(1H-1,2,4-triazol-3-yl)phenyl)-6-hydroxy-2-(isopropylsulfanyl)-4-oxo-1,4-dihydropyrimidine-5-carboxamide N1N=C(N=C1)C1=CC=C(C=C1)NC(=O)C=1C(N=C(NC1O)SC(C)C)=O